FC1=CC2=C(NC(CC(=C2O)C(=O)OC)=O)C=C1 methyl 7-fluoro-5-hydroxy-2-oxo-2,3-dihydro-1H-benzo[b]azepine-4-carboxylate